2-[6-(4-aminocyclohexyl)-1-methyl-1H-pyrazolo[3,4-b]pyridin-4-yl]-N-ethyl-N-isopropylbenzamide NC1CCC(CC1)C1=CC(=C2C(=N1)N(N=C2)C)C2=C(C(=O)N(C(C)C)CC)C=CC=C2